(S)-4-((5-chloro-2-((5-cyanopyridin-3-yl)methoxy)-4-((4''-((dimethylamino)methyl)-2,2'-dimethyl-[1,1':3',1''-terphenyl]-3-yl)methoxy)benzyl)amino)-3-hydroxybutanoic acid ClC=1C(=CC(=C(CNC[C@H](CC(=O)O)O)C1)OCC=1C=NC=C(C1)C#N)OCC=1C(=C(C=CC1)C1=C(C(=CC=C1)C1=CC=C(C=C1)CN(C)C)C)C